1-ethyl-7-(methylthio)-1,4-dihydro-2H-pyrimido[4,5-d][1,3]oxazin-2-one C(C)N1C(OCC2=C1N=C(N=C2)SC)=O